N,N'-bis(3-(trifluoromethyl)phenyl)-6-morpholino-[1,3,5]triazine-2,4-diamine FC(C=1C=C(C=CC1)NC1=NC(=NC(=N1)NC1=CC(=CC=C1)C(F)(F)F)N1CCOCC1)(F)F